[PH2]([O-])=O.[Al+3].[PH2]([O-])=O.[PH2]([O-])=O Aluminium phosphinat